2-[[(3aS,4R,6S,6aR)-6-[[5-amino-6-bromo-2-(propylsulfanyl)-4-pyrimidinyl]amino]tetrahydro-2,2-dimethyl-4H-cyclopenta-1,3-dioxol-4-yl]oxy]-ethanol NC=1C(=NC(=NC1Br)SCCC)N[C@H]1C[C@H]([C@H]2[C@@H]1OC(O2)(C)C)OCCO